N[C@@H](CC(=O)OCC)C=1C(=C(C=C(C1F)C)C1=C(C(=C(C=C1C)C)F)C)F ethyl (3S)-3-amino-3-(2,3',4-trifluoro-2',4',5,6'-tetramethyl-[1,1'-biphenyl]-3-yl)propanoate